2-difluorovinyl-4-methylbenzenesulfonate FC(=CC1=C(C=CC(=C1)C)S(=O)(=O)[O-])F